BrC=1C=C(N(N1)C1=NC=CC=C1Cl)C(=O)NC1=C(C=C(C=C1C(NC(C)C)=S)Cl)Cl 5-bromo-2-(3-chloro-2-pyridyl)-N-[2,4-dichloro-6-(isopropylcarbamothioyl)phenyl]pyrazole-3-carboxamide